C(C)OC(=O)C=1N=C(SC1N1C(=C(C=C1C)C=O)C)C 5-(3-formyl-2,5-dimethyl-1H-pyrrol-1-yl)-2-methylthiazole-4-carboxylic acid ethyl ester